7-hydroxy-3-(1-(3-nitrophenyl)ethyl)-3,4-dihydro-2H-benzo[e][1,3]oxazin-2-one OC1=CC2=C(CN(C(O2)=O)C(C)C2=CC(=CC=C2)[N+](=O)[O-])C=C1